trimethylsilylpropyl-lithium C[Si](C)(C)CCC[Li]